3-(2-isopropylphenyl)-1-(tetrahydro-2H-pyran-4-yl)piperazine C(C)(C)C1=C(C=CC=C1)C1CN(CCN1)C1CCOCC1